CN1CCN(CC1)C1=C(C=CC=C1)NS(=O)(=O)C1=CC=C(C=C1)S(N(C)C)(=O)=O methyl-4-{2-[4-(dimethylsulfamoyl)benzenesulfonamido]phenyl}piperazine